NC1=C(C=C(C(=C1)C)N1CCC(CC1)N1CCN(CC1)C)NC(OC(C)(C)C)=O tert-butyl (2-amino-4-methyl-5-(4-(4-methylpiperazin-1-yl)piperidin-1-yl)phenyl)carbamate